2'-O-methoxyethyl-uridine tert-Butyl-N-[4-(2-benzyloxy-6-methyl-phenyl)-6-chloro-pyrimidin-2-yl]-N-tert-butoxycarbonyl-carbamate C(C)(C)(C)CC(C)(C)OC(=O)N(C(=O)OC[C@@H]1[C@H]([C@H]([C@@H](O1)N1C(=O)NC(=O)C=C1)OCCOC)O)C1=NC(=CC(=N1)C1=C(C=CC=C1C)OCC1=CC=CC=C1)Cl